(2-((2-hydroxypropyl)amino)-5,6,7,8-tetrahydropyrimido[4',5':3,4]cyclohepta[1,2-b]indol-9-yl)dimethylphosphine oxide OC(CNC=1N=CC2=C(C3=C(NC=4C(=CC=CC34)P(C)(C)=O)CCC2)N1)C